FC(OC1=CC(=NN1)NC1=CC=C2C(=N1)N(N=N2)CC2(CCOCC2)O)F 4-((5-((5-(difluoromethoxy)-1H-pyrazol-3-yl)amino)-3H-[1,2,3]triazolo[4,5-b]pyridin-3-yl)methyl)tetrahydro-2H-pyran-4-ol